(R)-2-amino-3-(4-morpholinophenyl)propionic acid N[C@@H](C(=O)O)CC1=CC=C(C=C1)N1CCOCC1